8-Bromo-2-methyl-1,2,3,4-tetrahydropyrazino[1,2-b]indazole BrC=1C=CC2=C3N(N=C2C1)CCN(C3)C